1-(4-[4-[(5S)-5-(2,6-difluorophenyl)-4,5-dihydro-1,2-oxazol-3-yl]-1,3-thiazol-2-yl]piperidin-1-yl)-2-[5-methyl-3-(trifluoromethyl)-1H-pyrazol-1-yl]ethanone FC1=C(C(=CC=C1)F)[C@@H]1CC(=NO1)C=1N=C(SC1)C1CCN(CC1)C(CN1N=C(C=C1C)C(F)(F)F)=O